FC(C1=NC(=NC(=C1)C(F)(F)F)N1[C@H](C=2NC3=CC=C(C=C3C2CC1)Cl)CC(C)C)(F)F (1S)-2-[4,6-bis(trifluoromethyl)pyrimidin-2-yl]-6-chloro-1-(2-methylpropyl)-2,3,4,9-tetrahydro-1H-pyrido[3,4-b]indole